C(#N)C1=C(C(=CC=C1)C(F)(F)F)C1=CC=C(C=C1)S(=O)(=O)N 2'-cyano-6'-(trifluoromethyl)-[1,1'-biphenyl]-4-sulfonamide